C(C1=CC=CC=C1)N1CCC(CC1)CCNC(=O)N1[C@@H](CN(CC1)C1=CC(=C(C(=C1)F)F)Cl)C (2R)-N-[2-(1-benzylpiperidin-4-yl)ethyl]-4-(3-chloro-4,5-difluorophenyl)-2-methylpiperazine-1-carboxamide